BrC=1C(=C(OC2CCC(CC2)CCCC2CCNCC2)C=CC1)C 4-(3-((1s,4r)-4-(3-bromo-2-methylphenoxy)cyclohexyl)propyl)piperidine